C(C)(C)(C)OC(=O)N1C(C2=C(C=CC(=C2C1)C1=CN=C2N1C=CC(=C2)F)Cl)=O 7-chloro-4-(7-fluoroimidazo[1,2-a]pyridin-3-yl)-1-oxoisoindoline-2-carboxylic acid tert-butyl ester